BrC=1C=C2C(C(=C(C(C2=CC1Br)=O)C1=CC=CC=C1)C1=CC=CC=C1)=O 6,7-dibromo-2,3-diphenyl-1,4-naphthoquinone